NC1=CC=CC2=N[Se]N=C21 amino-2,1,3-benzoselenadiazole